4-(4-amino-5-(4-phenoxyphenyl)pyrrolo[2,1-f][1,2,4]triazin-7-yl)cyclohexanone NC1=NC=NN2C1=C(C=C2C2CCC(CC2)=O)C2=CC=C(C=C2)OC2=CC=CC=C2